ClC=1N=C2C(=C(C(N(C2=CC1)C)=O)C#N)N1CCN(CC1)CC1=C(C=C(C=C1)Cl)Cl 6-chloro-4-{4-[(2,4-dichlorophenyl)methyl]piperazin-1-yl}-1-methyl-2-oxo-1,2-dihydro-1,5-naphthyridine-3-carbonitrile